3,5-Ditrifluoromethylbenzene isocyanate [N-]=C=O.FC(C=1C=CC=C(C1)C(F)(F)F)(F)F